[Co].BrC=1C(=C(C(=NC1C=1OC=C(N1)C(C)(C)C)C=1OC=C(N1)C(C)(C)C)Br)Cl dibromo[2,6-bis[4-(R)-tert-butyl-2-oxazolyl]-4-chloropyridine] cobalt